C1(CC1)C1=C(C=C2C(=NC(N(C2=C1)C1=C(C=CC=C1)C(F)(F)F)=O)NC)C#N 7-Cyclopropyl-4-(methylamino)-2-oxo-1-(2-(trifluoromethyl)phenyl)-1,2-dihydroquinazoline-6-carbonitrile